COC(=O)C1(CCNCC1)C=1C=NN(C1)C.NCCCCC(=O)O 5-AminoPentanoic Acid methyl-4-(1-methyl-1H-pyrazol-4-yl)piperidine-4-carboxylate